3-bromo-n-decane BrC(CC)CCCCCCC